6-isopropoxypyridin C(C)(C)OC1=CC=CC=N1